BrC1=C(C=C(C(=O)N2CC=3N(CC2)C(N(C3C(=O)NCC3=CC(=C(C=C3)OC)OC)C3=CC=CC=C3)=O)C=C1)Cl 7-(4-bromo-3-chloro-benzoyl)-N-[(3,4-dimethoxyphenyl)methyl]-3-oxo-2-phenyl-6,8-dihydro-5H-imidazo[1,5-a]pyrazine-1-carboxamide